ClCC1=C(C=CC(=C1)C(=O)N)C1=CC=CC=C1 (chloromethyl)-[1,1'-biphenyl]-4-carboxamide